C1(=CC=CC=C1)N1C(=O)C2C3(C=CC(C2C1=O)C3)CC=C N-phenyl-allylbicyclo[2.2.1]hept-5-ene-2,3-dicarboximide